Cl.NC1=NN(C2=CC=CC(=C12)C=1C=C2C=CC=C(C2=CC1)C(=O)NC1=CC(=C(C=C1)F)C)C([C@@H](N)C(C)C)=O 6-(3-amino-1-valyl-1H-indazol-4-yl)-N-(4-fluoro-3-methylphenyl)-1-naphthamide hydrochloride